{(7-benzyl-1,4,7-triazonane-1,4-diyl)bis[methylene(2-hydroxy-5-methyl-3,1-phenylene)azanediyl(2-oxoethane-2,1-diyl)]}bis(phosphonic acid) C(C1=CC=CC=C1)N1CCN(CCN(CC1)CC=1C(=C(C=C(C1)C)NC(CP(O)(O)=O)=O)O)CC=1C(=C(C=C(C1)C)NC(CP(O)(O)=O)=O)O